5-tert-butyloxy-ethyl-2H-benzotriazole C(C)(C)(C)OC1=CC=2C(=NN(N2)CC)C=C1